propanhydroxamic acid C(CC)(=O)NO